[Si](C1=CC=CC=C1)(C1=CC=CC=C1)(C(C)(C)C)OCC(=O)N 2-((tert-butyldiphenylsilyl)oxy)acetamide